C(O[C@H](COC)C)(OC1CCN(CC1)C1=CC(=C2C(=N1)C(=CS2)C(NC)=O)C(F)(F)F)=O (S)-1-methoxypropan-2-yl (1-(3-(methylcarbamoyl)-7-(trifluoromethyl) thieno[3,2-b]pyridin-5-yl) piperidin-4-yl) carbonate